N-((1R,5S,7R)-2-oxabicyclo[3.2.0]heptan-7-yl)-6-((1-((1r,4R)-4-(methoxy-d3)cyclohexyl)-2-oxo-1,2-dihydropyridin-3-yl)amino)-8-((methyl-d3)amino)imidazo[1,2-b]pyridazine-3-carboxamide [C@H]12OCC[C@@H]2C[C@H]1NC(=O)C1=CN=C2N1N=C(C=C2NC([2H])([2H])[2H])NC=2C(N(C=CC2)C2CCC(CC2)OC([2H])([2H])[2H])=O